OC=1C2=C(N(C(CC1C(=O)OC)=O)CC1=CC(=C(C(=C1)F)F)F)C=CC=C2 Methyl 5-hydroxy-2-oxo-1-(3,4,5-trifluorobenzyl)-2,3-dihydro-1H-benzo[b]azepine-4-carboxylate